C(C)(C)(C)OC(=O)N1CCC(CC1)N(C(=O)N)C=1C(=NC=CC1)Cl.ClC1=NC=CC=C1NC1CCN(CC1)C(=O)OC(C)(C)C tert-butyl 4-(2-chloropyridin-3-ylamino)piperidine-1-carboxylate tert-butyl-4-(1-(2-chloropyridin-3-yl)ureido)piperidine-1-carboxylate